2-(2-Chloro-6-fluoro-4-((5-oxo-4-(4-(trifluoromethoxy)phenyl)-4,5-dihydro-1H-1,2,4-Triazol-1-yl)methyl)phenoxy)-2-methylpropionic acid ethyl ester C(C)OC(C(C)(C)OC1=C(C=C(C=C1F)CN1N=CN(C1=O)C1=CC=C(C=C1)OC(F)(F)F)Cl)=O